C1C/C(=C/C(=O)C(=O)O)/C=C[C@@H]1O The molecule is a 3-(4-hydroxycyclohex-2-en-1-ylidene)pyruvic acid having 1Z,4R stereochemistry. It has a role as a bacterial metabolite. It is a conjugate acid of a 3-[(1Z,4R)-4-hydroxycyclohex-2-en-1-ylidene]pyruvate.